Z-5-eicosenoic acid C(CCC\C=C/CCCCCCCCCCCCCC)(=O)O